SCCCCCCCCCCN1CN(C=C1)C 1-(10-mercaptodecyl)-3-methylimidazole